BrC=1C(=NC(=CC1)C)NN 3-bromo-2-hydrazino-6-methylpyridine